3-(dimethylamino)propyl-N3,N3-dimethyl-N1-(3-(trimethoxysilyl)propyl)propane-1,3-diamine CN(CCCC(CCN(C)C)NCCC[Si](OC)(OC)OC)C